FC1=CC=C2C(NC(C2=C1)=C=O)=C=O 6-fluoro-1,3-dicarbonyl-isoindoline